N-(1-methyl-1H-pyrazol-4-yl)-3-((trimethylsilyl)ethynyl)imidazo[1,2-a]Pyrazin-8-amine CN1N=CC(=C1)NC=1C=2N(C=CN1)C(=CN2)C#C[Si](C)(C)C